[C@H]12CN(C[C@H](CC1)N2)C=2C1=C(N=C(N2)OC[C@@]23CCCN3C[C@H](C2)F)C(=C(N=C1)C1=CN=CC2=CC=CC(=C12)Cl)F 4-((1R,5S)-3,8-diazabicyclo[3.2.1]octan-3-yl)-7-(5-chloroisoquinolin-4-yl)-8-fluoro-2-(((2S,7aR)-2-fluorotetrahydro-1H-pyrrolizin-7a(5H)-yl)methoxy)pyrido[4,3-d]pyrimidine